(S)-2-(dibenzylamino)-N-methoxy-N-methylpropanamide C(C1=CC=CC=C1)N([C@H](C(=O)N(C)OC)C)CC1=CC=CC=C1